2-(cyclohex-1-en-1-yl)-N-(1,1-dioxido-2,3-dihydrothiophen-3-yl)-5-oxo-4,5-dihydrothieno[3,2-b]pyridine-6-carboxamide C1(=CCCCC1)C1=CC=2NC(C(=CC2S1)C(=O)NC1CS(C=C1)(=O)=O)=O